(R)-4-Amino-7-(bicyclo[1.1.1]pentan-1-yl)-N-(1,1-dioxido-2,3-dihydrothiophen-3-yl)-6-fluoro-2-oxo-1,2-dihydroquinoline-3-carboxamide NC1=C(C(NC2=CC(=C(C=C12)F)C12CC(C1)C2)=O)C(=O)N[C@H]2CS(C=C2)(=O)=O